N-(4-(4-(6-(4,4-difluoropiperidin-1-yl)pyridin-2-yl)-1H-1,2,3-triazol-1-yl)-3-(6-azaspiro[2.5]oct-6-yl)phenyl)methanesulfonamide FC1(CCN(CC1)C1=CC=CC(=N1)C=1N=NN(C1)C1=C(C=C(C=C1)NS(=O)(=O)C)N1CCC2(CC2)CC1)F